ClC=1C=C2C3=C(NC2=C(C1)C1=C(C=O)C=CC=C1)C(=NC=C3)C (6-chloro-1-methyl-9H-pyrido[3,4-b]indol-8-yl)-benzaldehyde